rac-tert-butyl 2,7-dimethyl-3-(((trifluoromethyl) sulfonyl) oxy)-2,4,5,7-tetrahydro-6H-pyrazolo[3,4-c]pyridine-6-carboxylate CN1N=C2[C@H](N(CCC2=C1OS(=O)(=O)C(F)(F)F)C(=O)OC(C)(C)C)C |r|